C1(CC1)COC=1C=C(C=CC1OC(F)F)C(C#N)O[Si](C)(C)C (3-cyclopropylmethoxy-4-difluoromethoxyphenyl)-2-trimethylsiloxyacetonitrile